(4R)-1-(4-{[3-fluoro-5-(trifluoromethyl)phenyl]methyl}pyridin-2-yl)-4,5,6,7-tetrahydro-1H-benzotriazol-4-amine FC=1C=C(C=C(C1)C(F)(F)F)CC1=CC(=NC=C1)N1N=NC2=C1CCC[C@H]2N